C(#N)C=1C=C2C=C(N=CC2=CC1C=1C=NC(=CC1C)\C(\CC)=N/O)NC(=O)[C@H]1[C@H](C1)F (1S,2S)-N-(6-cyano-7-(6-((1Z)-1-(hydroxyimino)propyl)-4-methylpyridin-3-yl)isoquinolin-3-yl)-2-fluorocyclopropane-1-carboxamide